2-(((tert-butoxycarbonyl)(cyclobutylmethyl)amino)methyl)-6-((4-(5-(methylsilyl)pyridin-3-yl)-1H-1,2,3-Triazol-1-yl)methyl)-1H-indole-1-carboxylic acid tert-butyl ester C(C)(C)(C)OC(=O)N1C(=CC2=CC=C(C=C12)CN1N=NC(=C1)C=1C=NC=C(C1)[SiH2]C)CN(CC1CCC1)C(=O)OC(C)(C)C